(S)-4-(6-(6-ethoxy-2-methyl-2H-indazole-5-carboxamido)pyridazin-3-yl)-2-methylpiperazine-1-carboxylic acid tert-butyl ester C(C)(C)(C)OC(=O)N1[C@H](CN(CC1)C=1N=NC(=CC1)NC(=O)C1=CC2=CN(N=C2C=C1OCC)C)C